CC=1N=NC=2C=CC=C(C2C1)N 3-methylcinnoline-5-amine